8-(3,4-Difluoro-2-methylphenyl)-9-(4-((1-(3-fluoropropyl)azetidin-3-yliden)methyl)phenyl)-6,7-dihydro-5H-benzo[7]annulen FC=1C(=C(C=CC1F)C=1CCCC2=C(C1C1=CC=C(C=C1)C=C1CN(C1)CCCF)C=CC=C2)C